BrC=1C=C2C(C(NC2=CC1)=O)=NN=C1SCC(N1C1=C(C=CC=C1)F)=O 5-bromo-3-(2-(3-(2-fluorophenyl)-4-oxothiazolidine-2-ylidene)hydrazono)indol-2-one